FC1=CC(=C(C=C1)C1=C2C=NC(=NC2=CC=C1)NC1=CC(=C(C=C1)NC(=O)C1=CC=C(C(=O)OCC)C=C1)C)OC(C)C ethyl 4-[[4-[[5-(4-fluoro-2-isopropoxy-phenyl)quinazolin-2-yl]amino]-2-methyl-phenyl]carbamoyl]benzoate